C1(CC1)CNC1=CN=C2N1N=CC=C2C(=O)NC=2C=NC=CC2 3-((cyclopropylmethyl)amino)-N-(pyridin-3-yl)imidazo[1,2-b]pyridazine-8-carboxamide